7-{2-[4-(1,2-Benzisoxazol-3-yl)piperidin-1-yl]ethyl}-6,7-dihydro-1,7-naphthyridin-8(5H)-one O1N=C(C2=C1C=CC=C2)C2CCN(CC2)CCN2CCC=1C=CC=NC1C2=O